C1=CC=CC=2C3=CC=CC=C3C(C12)CC1N(CCN(C1)C(C1=CC(=CC=C1)N)=O)C(=O)O.C(C)[C@](N(C1=CC=CC=C1)CC)(CCCCN)C(=O)O Diethyl-(phenyl)lysine 9H-fluoren-9-ylmethyl-4-(3-aminobenzoyl)piperazine-1-carboxylate